S1C(=CC=C1)C(=S)O Thiothiophenecarboxylic acid